L-prolinate N1[C@@H](CCC1)C(=O)[O-]